ClC1=CC(=C(C=C1)C1(OC2=C(O1)C=CC=C2C2=CC(=C(C=C2)CC(=O)O)F)C)F 2-[4-[2-(4-chloro-2-fluoro-phenyl)-2-methyl-1,3-benzodioxol-4-yl]-2-fluoro-phenyl]acetic acid